ClC=1C=C2C(=C(C=NC2=CC1)C1=NN(C(C1)C1=CN(C2=CC=CC=C12)C)C(CC)=O)C 6-chloro-4-methyl-3-(5-(1-methyl-1H-indol-3-yl)-1-propionyl-4,5-dihydro-1H-pyrazol-3-yl)quinolin